C(C)(=O)N1CCC(CC1)C(C)(O)C=1C=C2C(N(C(C2=C(C1)F)(OC)C1=CC=C(C=C1)Cl)CC1=NC=C(C=C1C(=O)O)Cl)=O 2-[[5-[1-(1-acetyl-4-piperidyl)-1-hydroxyethyl]-1-(4-chlorophenyl)-7-fluoro-1-methoxy-3-oxo-isoindolin-2-yl]methyl]-5-chloro-pyridine-3-carboxylic acid